C(#N)CCCNC1=CC=CC=C1 N-cyanopropyl-aniline